N-(azetidin-3-ylmethyl)thiophene-2-carboxamide N1CC(C1)CNC(=O)C=1SC=CC1